1-(4-((1-(6-(1H-imidazol-2-yl)-2-methylpyridin-3-yl)piperidin-4-yl)methyl)pyridin-2-yl)-3-ethylurea N1C(=NC=C1)C1=CC=C(C(=N1)C)N1CCC(CC1)CC1=CC(=NC=C1)NC(=O)NCC